O1CCOC12CCN(CC2)C2=NC=C(C=N2)C2=C1C=C(C(=CC1=CC1=C2C(OC1)=O)OC)OC 9-(2-(1,4-dioxa-8-azaspiro[4.5]decan-8-yl)pyrimidin-5-yl)-6,7-dimethoxynaphtho[2,3-c]furan-1(3H)-one